IC=1C=C(C(=O)NC2=C(C=CC=C2)C)C=CC1 3-iodo-N-(o-tolyl)benzamide